FC1=C(C=C(C=C1)NC(=O)[C@@H]1[C@@H](CC1)NC(OCC1=CC=CC=C1)=O)C(F)(F)F Benzyl ((1R,2S)-2-((4-fluoro-3-(trifluoromethyl)phenyl)carbamoyl)cyclobutyl)carbamate